2-(5-bromo-3-chloro-2-fluorophenyl)-2-(5-(2-(3-fluoroazetidin-1-yl)ethyl)-2-oxo-4-(trifluoromethyl)pyridin-1(2H)-yl)acetic acid BrC=1C=C(C(=C(C1)C(C(=O)O)N1C(C=C(C(=C1)CCN1CC(C1)F)C(F)(F)F)=O)F)Cl